4-{2-{[4-([1,1'-biphenyl]-4-yl)thiazol-2-yl]oxy}ethyl}morpholine C1(=CC=C(C=C1)C=1N=C(SC1)OCCN1CCOCC1)C1=CC=CC=C1